NC1=CC=CC(=N1)S(=O)(=O)NC1=NC(=C(C=C1)C(F)(F)F)C1=C(C=CC(=C1)C#N)C 6-amino-N-(6-(5-cyano-2-methylphenyl)-5-(trifluoromethyl)pyridin-2-yl)pyridine-2-sulfonamide